2-({[6-fluoro-5-(propan-2-yl)pyridin-2-yl][3-(1H-pyrazol-5-yl)phenyl]methyl}carbamoyl)cyclopentane-1-carboxylic acid FC1=C(C=CC(=N1)C(C1=CC(=CC=C1)C1=CC=NN1)NC(=O)C1C(CCC1)C(=O)O)C(C)C